CC1=C(C=2N(C=C1C=1NC3=CC=C(C=C3C1C(C)C)C1CN(C1)CC#N)N=CN2)C 2-(3-(2-(7,8-dimethyl-[1,2,4]triazolo[1,5-a]pyridin-6-yl)-3-isopropyl-1H-indol-5-yl)azetidin-1-yl)acetonitrile